ClCC(=O)[O-].[Na+] Natrium chloroacetat